The molecule is an oxalate salt resulting from the formal reaction of equimolar amounts of thiocyclam and oxalic acid. A nicotinic acetylcholine receptor agonist, it was used as a broad-spectrum insecticide. It is not approved for use within the European Union. It has a role as an agrochemical, a nicotinic acetylcholine receptor agonist and an insecticide. It contains a thiocyclam(1+) and an oxalate(1-). CN(C)C1CSSSC1.C(=O)(C(=O)O)O